2-(3-Chloro-pyridin-2-yl)-2-[4-fluoro-3-(7-morpholin-4-yl-quinazolin-4-yl)-phenyl]-N-methyl-acetamide ClC=1C(=NC=CC1)C(C(=O)NC)C1=CC(=C(C=C1)F)C1=NC=NC2=CC(=CC=C12)N1CCOCC1